F[C@@H]1C[C@H](N(C1)C([C@H](C)N1N=NN=C1)=O)C(=O)N[C@@H](C1=CC=CC=C1)C1=CC(=C(C=C1)C(C)C)F |o1:7| (2S,4R)-4-fluoro-N-[(S)-[3-fluoro-4-(propan-2-yl)phenyl](phenyl)methyl]-1-[(2S)- or (2R)-2-(1H-1,2,3,4-tetrazol-1-yl)propanoyl]pyrrolidine-2-carboxamide